NC1=NC=CC(=C1)N1CCC(CC1)O 1-(2-Aminopyridin-4-yl)piperidin-4-ol